C(CC)C1=CC=C(C=C1)NC1=NN2C(N(CCC2)C2=CC(=C(C(=C2)OC)OC)OC)=N1 N-(4-propylphenyl)-4-(3,4,5-trimethoxyphenyl)-4,5,6,7-tetrahydro-[1,2,4]triazolo[1,5-a]pyrimidin-2-amine